10-methyl-phenoxazine-2,7-diamine CN1C2=CC=C(C=C2OC=2C=CC(=CC12)N)N